C(C)(C)OC(=O)[C@@H]1C[C@H](CCC1)OC1=NC=C(C=C1C(F)(F)F)C=1N=NN(C1CO)C (1S,3S)-3-((5-(5-(hydroxymethyl)-1-methyl-1H-1,2,3-triazol-4-yl)-3-(trifluoromethyl)pyridin-2-yl)oxy)cyclohexane-1-carboxylic acid isopropyl ester